C1(=CC=CC=C1)NC=1C=C(C(NC1)=O)C=1C=CC=C2C=CC=NC12 5-(Phenylamino)-3-(quinolin-8-yl)pyridin-2(1H)-one